C(C)(=O)OC1=CC=C(C=O)C=C1 4-ACETOXYBENZALDEHYDE